1-[5-(3-fluorophenyl)-7-iodo-6-methyl-pyrrolo[2,3-f]indazol-1-yl]-2,2-dimethyl-propan-1-one FC=1C=C(C=CC1)N1C(=C(C2=C1C=C1C=NN(C1=C2)C(C(C)(C)C)=O)I)C